ClC=1C=C(C=CC1C(F)(F)F)NC(=O)N1C2CCC1CC=1N=C(N=CC12)F (±)-N-(3-Chloro-4-(trifluoromethyl)phenyl)-2-fluoro-6,7,8,9-tetrahydro-5H-5,8-epiminocyclohepta[d]pyrimidine-10-carboxamide